C(C)(C)(C)OC(=O)N1C=C(C2=CC=CC=C12)C1=NC(=NC=C1)N1CCNCC1 3-(2-(piperazin-1-yl)pyrimidin-4-yl)-1H-indole-1-carboxylic acid tert-butyl ester